(3R,8AS)-hexahydro-3-(phenylmethyl)-pyrrolo[1,2-A]Pyrazine-1,4-dione C1(=CC=CC=C1)C[C@H]1NC([C@H]2N(C1=O)CCC2)=O